C(#N)C1CCC(CC1)C=1C=CC(=C(O\C(\C(=O)OC)=C/OC)C1)C methyl (Z)-2-[5-(4-cyanocyclohexyl)-2-methyl-phenoxy]-3-methoxy-prop-2-enoate